2-(difluoromethoxy)-6-methoxy-4-[7-[3-(1-piperidyl)propoxy]imidazo[1,2-a]pyridin-3-yl]-N-[(1S,2R)-2-hydroxycyclobutyl]benzamide FC(OC1=C(C(=O)N[C@@H]2[C@@H](CC2)O)C(=CC(=C1)C1=CN=C2N1C=CC(=C2)OCCCN2CCCCC2)OC)F